C1(CC1)CC1(CCC2(OCCO2)CC1)CCC(=O)N(C)OC 3-(8-(Cyclopropylmethyl)-1,4-dioxaspiro[4.5]decan-8-yl)-N-methoxy-N-methylpropanamide